(((2-(4-acetylphenyl)-7,7-dimethyl-1,3-dioxo-2,3,5,12b-tetrahydro-1H,7H-chromeno[4,3-c][1,2,4]triazolo[1,2-a]pyridazin-10-yl)oxy)carbonyl)-L-arginine C(C)(=O)C1=CC=C(C=C1)N1C(N2N(CC=C3C2C=2C=CC(=CC2OC3(C)C)OC(=O)N[C@@H](CCCNC(N)=N)C(=O)O)C1=O)=O